2-(2-(2-(4-(6,8-dichloro-2-methyl-1,2,3,4-tetrahydroisoquinolin-4-yl)phenylsulfonylamino)ethoxy)ethyl)succinamide ClC=1C=C2C(CN(CC2=C(C1)Cl)C)C1=CC=C(C=C1)S(=O)(=O)NCCOCCC(C(=O)N)CC(=O)N